C1(N(C(C2=CC=CC=C12)=O)C(=O)O)=O isoindoline-1,3-dionecarboxylic acid